C(C1=CC=CC=C1)N1CC(CC1)C1=NN(C(=C1)NCC=1SC(=CC1)Cl)C(=O)C1=COC=C1 3-(1-Benzylpyrrolidin-3-yl)-N-[(5-chlorothiophen-2-yl)methyl]-1-(furan-3-carbonyl)-1H-pyrazol-5-amin